3-(3-chloro-2-fluorophenyl)-2-(4,6-dichloropyridin-3-yl)prop-2-enenitrile ClC=1C(=C(C=CC1)C=C(C#N)C=1C=NC(=CC1Cl)Cl)F